p-menthaneN C1(CCC(=CC1)C(C)C)C